bromo-N-(tert-butyl)-2-methylbenzenesulfonamide BrC=1C(=C(C=CC1)S(=O)(=O)NC(C)(C)C)C